2-[2-[[6-(4-methylpiperazine-1-carbonyl)-1,3-benzothiazol-2-yl]methylcarbamoyl]indan-2-yl]acetic Acid CN1CCN(CC1)C(=O)C1=CC2=C(N=C(S2)CNC(=O)C2(CC3=CC=CC=C3C2)CC(=O)O)C=C1